[N-[4-amino-5-(pyridine-4-carbonyl)thiazol-2-yl]-4-(difluoromethoxy)-3-fluoro-anilino]propanamide NC=1N=C(SC1C(=O)C1=CC=NC=C1)N(C1=CC(=C(C=C1)OC(F)F)F)C(C(=O)N)C